9-ethyl-8-iodo-6,6-dimethyl-11-oxo-5H-benzo[b]carbazole-3-carbonitrile C(C)C1=CC2=C(C(C=3NC4=CC(=CC=C4C3C2=O)C#N)(C)C)C=C1I